CN(CC(=O)NC1=C(SC=C1C)C(=O)N1CCCC1)C 2-(dimethylamino)-N-(4-methyl-2-(pyrrolidine-1-carbonyl)thiophen-3-yl)acetamide